C(C1=CC=CC=C1)N1C[C@@H]2N(C=3N=CC(=CC3CC2)Br)CC1 (R)-8-benzyl-3-bromo-6,6a,7,8,9,10-hexahydro-5H-pyrazino[1,2-a][1,8]naphthyridine